OC=1C=C(C=CC1)C#CC=1C=C(C(=O)N2CCN(CC2)C2=CC=C(C(=O)NS(=O)(=O)C3=CC(=C(C=C3)NCCSC3=CC=CC=C3)C(F)(F)F)C=C2)C=C(C1)C(F)(F)F 4-[4-[3-[2-(3-Hydroxyphenyl)ethynyl]-5-(trifluoromethyl)benzoyl]piperazin-1-yl]-N-[4-(2-phenylsulfanylethylamino)-3-(trifluoromethyl)phenyl]sulfonylbenzamide